Cl.FC=1C=CC2=C(C(=NO2)C2=C(C=CC=C2)[C@H](CC2=NC(=CC=C2F)S(=O)(=O)C)N)C1 (S)-1-[2-(5-Fluorobenzo[d]isoxazol-3-yl)phenyl]-2-(3-fluoro-6-methylsulfonylpyridin-2-yl)ethan-1-amine hydrochloride